methyl 3-[[4-(2,6-dimethylphenyl)-6-[1-[2-(1,3-dioxoisoindolin-2-yl)ethyl]cyclopropyl]pyrimidin-2-yl]-(methoxymethyl)sulfamoyl]benzoate CC1=C(C(=CC=C1)C)C1=NC(=NC(=C1)C1(CC1)CCN1C(C2=CC=CC=C2C1=O)=O)N(S(=O)(=O)C=1C=C(C(=O)OC)C=CC1)COC